Triethoxy((perfluorohexyl)ethyl)silane C(C)O[Si](CCC(C(C(C(C(C(F)(F)F)(F)F)(F)F)(F)F)(F)F)(F)F)(OCC)OCC